C(=CC)SSSC=CC propenyl trisulfide